2-(3,3-difluorocyclobutyl)-N-(3-(3,3-difluorocyclobutyl)-1-(2-(dimethylamino)ethyl)-4-methyl-1H-pyrazol-5-yl)acetamide FC1(CC(C1)CC(=O)NC1=C(C(=NN1CCN(C)C)C1CC(C1)(F)F)C)F